4-(5-(2-bromophenyl)-3,6-dihydropyridin-1(2H)-yl)-6-isopropylpyrimidin-2-amine BrC1=C(C=CC=C1)C1=CCCN(C1)C1=NC(=NC(=C1)C(C)C)N